6-((2-(2,6-dioxopiperidin-3-yl)-1-oxoisoindolin-4-yl)thio)hexanamide O=C1NC(CCC1N1C(C2=CC=CC(=C2C1)SCCCCCC(=O)N)=O)=O